(3-Iodopropyl)-trimethoxysilane ICCC[Si](OC)(OC)OC